OC1=C(C=C(C=C1)CC[NH-])OC 2-(4-hydroxy-3-methoxy-phenyl)ethylamide